C(CCCCCCCCCCCCCCCCCCC)O Arachidyl Alcohol